tert-Butyl 6,7,10,11-tetrahydro-5H-pyrido[4',3':3,4]pyrazolo[1,5-a][1,2,4]triazolo-[3,4-c][1,4]diazepine-12(13H)-carboxylate N=1N=CN2C1C=1N(CCC2)N=C2C1CN(CC2)C(=O)OC(C)(C)C